cobalt aluminum magnesium [Mg].[Al].[Co]